bromo-N-(4-bromophenyl)-N-phenyl-[1,1'-biphenyl]-4-amine BrC1=C(C=CC(=C1)N(C1=CC=CC=C1)C1=CC=C(C=C1)Br)C1=CC=CC=C1